C(C(O)C)(=O)[O-].[Na+].C(C(C(CCC)[2H])([2H])[2H])(=O)O Hexanoic acid-d3 Sodium lactate